ClC1=C(C=C(C(=C1)OC)C)C(C(F)(F)F)(C)O 2-(2-chloro-4-methoxy-5-methyl-phenyl)-1,1,1-trifluoro-propan-2-ol